NCC(CN1N=CN(C1=O)CC=1SC(=CC1)C=1C=NC(=CC1)C(F)(F)F)=C(F)F 2-[2-(aminomethyl)-3,3-difluoro-allyl]-4-[[5-[6-(trifluoromethyl)-3-pyridinyl]-2-thienyl]methyl]-1,2,4-triazol-3-one